Trans-2-(5-bromothiophen-2-yl)cyclopropanamine Hydrochloride Cl.BrC1=CC=C(S1)[C@H]1[C@@H](C1)N